COC1=C(C(=NC=C1C)CS(=O)C1=NC2=C(N1)C=CC(=C2)OC(C2=CC=C(C=C2)Cl)=O)C 4-chlorobenzoic acid 2-(((4-methoxy-3,5-dimethylpyridin-2-yl) methyl) sulfinyl)-1H-benzo[d]imidazol-5-yl ester